N[C@@H]1[C@H](C2=CC=CC=C2C1)NC(OC(C)(C)C)=O Tert-butyl ((1S,2S)-2-amino-2,3-dihydro-1H-inden-1-yl)carbamate